(5S,8S,10aR)-5-amino-N-((R)-chroman-4-yl)-3-(1-hydroxycyclopropane-1-carbonyl)-6-oxodecahydropyrrolo[1,2-a][1,5]diazocine-8-carboxamide N[C@H]1CN(CC[C@@H]2N(C1=O)[C@@H](CC2)C(=O)N[C@@H]2CCOC1=CC=CC=C21)C(=O)C2(CC2)O